C(#N)C1=C(C=C(C=C1)C(F)(F)F)NC(=O)[C@]12[C@H]3C[C@@H]([C@@H]([C@@]2(C1)C1=CC(=CC=C1)C(F)(F)F)O3)O |r| rac-(1r,2r,4s,5r,6s)-N-(2-cyano-5-(trifluoromethyl)phenyl)-6-hydroxy-4-(3-(trifluoromethyl)phenyl)-8-oxatricyclo[3.2.1.02,4]octane-2-carboxamide